(4-acetyl-6-amino-5-fluoropyridin-3-yl)-6-(trifluoromethyl)methylpyridineamide C(C)(=O)C1=C(C=NC(=C1F)N)C1=C(C(=NC(=C1)C(F)(F)F)C(=O)N)C